α-D-glucuronic acid methyl ester COC([C@@H]1[C@H]([C@@H]([C@H]([C@@H](O)O1)O)O)O)=O